3-(4-fluorophenyl)-N-(2-methoxyethyl)-5-methyl-4-(thiophen-2-yl)-1-p-tolyl-4,5-dihydro-1H-pyrazole-5-carboxamide FC1=CC=C(C=C1)C1=NN(C(C1C=1SC=CC1)(C(=O)NCCOC)C)C1=CC=C(C=C1)C